Lanthanum(III) trifluoromethanesulfonate FC(S(=O)(=O)[O-])(F)F.[La+3].FC(S(=O)(=O)[O-])(F)F.FC(S(=O)(=O)[O-])(F)F